C(#N)C1=C(N(N=C1C=1C=NC(=CC1)C(C(NC1=CC(=NO1)C(C(F)(F)F)(C)C)=O)C)C(C)C)NC(OC(C)(C)C)=O tert-Butyl N-[4-cyano-2-isopropyl-5-[6-[1-methyl-2-oxo-2-[[3-(2,2,2-trifluoro-1,1-dimethyl-ethyl)isoxazol-5-yl]amino]ethyl]-3-pyridyl]pyrazol-3-yl]carbamate